N-(3-((4-((4-chloro-2-fluorophenyl)amino)-7-methoxyquinazolin-6-yl)oxy)cyclobutyl)acrylamide ClC1=CC(=C(C=C1)NC1=NC=NC2=CC(=C(C=C12)OC1CC(C1)NC(C=C)=O)OC)F